tert-butyl 2-(2-(6-amino-5-(piperidin-1-yl)picolinamido)-5-fluorophenyl)acetate NC1=C(C=CC(=N1)C(=O)NC1=C(C=C(C=C1)F)CC(=O)OC(C)(C)C)N1CCCCC1